C1C(CC12CCC2)CN spiro[3.3]heptan-2-ylmethanamine